C(#N)C1=CC(=C(C=C1)C1=CC=C2C(=N1)SC(=N2)NC(=O)C2=CN=NC=C2C2=C(C=CC=C2)OC)C N-(5-(4-cyano-2-methylphenyl)thiazolo[5,4-b]pyridin-2-yl)-5-(2-methoxyphenyl)pyridazine-4-carboxamide